N-[(2-Amino-3-pyridyl)sulfonyl]-6-tetrahydropyran-4-yl-2-[(4S)-2,2,4-trimethylpyrrolidin-1-yl]pyridin-3-carboxamid NC1=NC=CC=C1S(=O)(=O)NC(=O)C=1C(=NC(=CC1)C1CCOCC1)N1C(C[C@@H](C1)C)(C)C